ClC=1C(=C(CNC(=O)[C@H]2N(C[C@@H](C2)C)C(=O)OC(C)(C)C)C=CC1)F (2S,4R)-tert-butyl 2-((3-chloro-2-fluorobenzyl)carbamoyl)-4-methylpyrrolidine-1-carboxylate